trans-4-((5-fluoro-4-(3-(2-oxo-1,3-oxazinan-3-yl)phenyl)pyrimidin-2-yl)amino)cyclohexane-1-carboxylic acid FC=1C(=NC(=NC1)N[C@@H]1CC[C@H](CC1)C(=O)O)C1=CC(=CC=C1)N1C(OCCC1)=O